4-(1-bromoethyl)-5-fluoro-chloropyrimidine BrC(C)C1=NC(=NC=C1F)Cl